CN(CCN(C)C)C N,N,N',N'-Tetramethylethan-1,2-diamin